3-(5-((1-acetylazetidin-3-yl)oxy)-6-methylpyrazin-2-yl)-1H-indole-7-carbonitrile C(C)(=O)N1CC(C1)OC=1N=CC(=NC1C)C1=CNC2=C(C=CC=C12)C#N